diethyl-1-ethyl-piperidin-4-carboxamide oxalate C(C(=O)O)(=O)O.C(C)C1(N(CCC(C1)C(=O)N)CC)CC